N-[1-hydroxy-3-(pyridin-2-yl)propan-2-yl]-2-methyl-5-[(pyridin-2-yl)methoxy]pyrazolo[1,5-a]pyridine-3-carboxamide OCC(CC1=NC=CC=C1)NC(=O)C=1C(=NN2C1C=C(C=C2)OCC2=NC=CC=C2)C